FC(OC1=CC=C(CN2N=C(C3=CC=CC=C23)C(=O)NS(=O)(=O)C2=CC=C(C(=O)OC)C=C2)C=C1)F methyl 4-(N-(1-(4-(difluoromethoxy)benzyl)-1H-indazole-3-carbonyl)sulfamoyl)benzoate